Adamantylamin C12(CC3CC(CC(C1)C3)C2)N